Diethylmethyl-(undecyl)silane C(C)[Si](CCCCCCCCCCC)(C)CC